2,2-difluoro-N-hydroxy-2-(4-(trifluoromethyl)phenyl)acetamidine FC(C(=N)NO)(C1=CC=C(C=C1)C(F)(F)F)F